CC(COOC(C(=O)[O-])OC1=CC=CC=C1)CC(C)(C)C 2,4,4-trimethylpentylperoxy-phenoxyacetate